butyl 3,6-diazabicyclo[3.2.2]nonane-6-carboxylate C12CNCC(N(C1)C(=O)OCCCC)CC2